C1(=CC=CC=C1)OS(=O)(=O)CCS(=O)(=O)OC1=CC=CC=C1.[Na] sodium diphenylethylenedisulfonate